C(C)(C)(C)OC([C@@H](NC(=O)OCC1C2=CC=CC=C2C2=CC=CC=C12)[C@@H](C)C(CO)O)=O Fmoc-4,5-dihydroxyisoleucine tert-butyl ester